3-Fluoro-4-(9-hydroxy-8,9,10,11-tetrahydro-3H-pyrazolo[4,3-a]phenanthridin-7-yl)-N-((4-methyl-1H-imidazol-2-yl)methyl)benzamide FC=1C=C(C(=O)NCC=2NC=C(N2)C)C=CC1C1=NC2=CC=C3C(=C2C=2CCC(CC12)O)C=NN3